S-methyl-N-nitro-N'-methylisothiourea CSC(N[N+](=O)[O-])=NC